methyl 4-[2-(5-cyclopropyl-4,7-difluoro-3,3-dimethyl-2-oxoindol-1-yl) acetamido]-2,3-dimethylbutyrate C1(CC1)C=1C(=C2C(C(N(C2=C(C1)F)CC(=O)NCC(C(C(=O)OC)C)C)=O)(C)C)F